Ammonium tetrakis(pentafluorophenyl) borate [B-](C1=C(C(=C(C(=C1F)F)F)F)F)(C2=C(C(=C(C(=C2F)F)F)F)F)(C3=C(C(=C(C(=C3F)F)F)F)F)C4=C(C(=C(C(=C4F)F)F)F)F.[NH4+]